C1(CCCC1)N1C(N(C=2C1=C1C(=NC2)NC(=C1C=1C=C2C=NN(C2=CC1)C)CC)C)=O 1-Cyclopentyl-7-ethyl-3-methyl-8-(1-methyl-1H-indazol-5-yl)-3,6-dihydroimidazo[4,5-d]pyrrolo[2,3-b]pyridin-2(1H)-on